aminoethyl-N-beta-aminoethyl-gamma-aminopropyl-trimethoxysilane NCCCO[Si](OC)(OC)CCCNCCN